BrC1=C(C=CC(=C1)C(C(S(=O)(=O)C1=CC=CC=C1)(F)F)N1CC2=CC=CC=C2C1)O 2-bromo-4-(2,2-difluoro-1-(isoindolin-2-yl)-2-(phenylsulfonyl)ethyl)phenol